azaxanthene N1=CC=CC=2OC3=CC=CC=C3CC12